C1(=CC=C(C=C1)C(=CC=O)C)C 3-(p-tolyl)butenal